3-ethyl-7-nitro-2,3,4,5-tetrahydro-1H-benzo[d]azepine C(C)N1CCC2=C(CC1)C=C(C=C2)[N+](=O)[O-]